[Li+].FC(C=1C(=C(C=CC1)[C@@H](C)NC1=C(C(=NC(=N1)OC)C(C(=O)[O-])F)C1OCCO1)F)F 2-(6-(((R)-1-(3-(difluoromethyl)-2-fluorophenyl)ethyl)amino)-5-(1,3-diOxolan-2-yl)-2-methoxypyrimidin-4-yl)-2-fluoroacetate lithium